OCC(CO)(CO)CO 2,2-bis-hydroxymethylpropane-1,3-diol